(R)-2-(5-fluoro-1H-pyrrolo[2,3-b]pyridin-3-yl)-N-(2-fluoro-3-hydroxy-3-methylbutyl)-4-(isopropylamino)thieno[2,3-b]pyridine-5-carboxamide FC=1C=C2C(=NC1)NC=C2C2=CC=1C(=NC=C(C1NC(C)C)C(=O)NC[C@H](C(C)(C)O)F)S2